N1(N=CC=C1)C=1C=C2CCNC2=CC1 5-(1H-pyrazol-1-yl)indoline